(2,3-dioleoyl-propyl)-triethylamine C(CCCCCCC\C=C/CCCCCCCC)(=O)C(CCCN(CC)CC)CC(CCCCCCC\C=C/CCCCCCCC)=O